BrC=1C(=C(C(=O)C2CC[C@@H]3COCCN3C2=O)C=C(C1)F)O (9aR)-7-(3-bromo-5-fluoro-2-hydroxy-benzoyl)-3,4,7,8,9,9a-hexahydro-1H-pyrido[2,1-c][1,4]oxazin-6-one